4-(3-(4-(((2-(3-fluorophenyl)cyclopropyl)amino)methyl)piperidin-1-yl)propyl)-N-hydroxybenzamide TFA salt OC(=O)C(F)(F)F.FC=1C=C(C=CC1)C1C(C1)NCC1CCN(CC1)CCCC1=CC=C(C(=O)NO)C=C1